4-[(2R)-3-(3,4-dihydro-1H-isoquinolin-2-yl)-2-hydroxypropyl]-2-methyl-8-(4-piperidyloxy)-2,3-dihydro-1,4-benzoxazepin-5-one dihydrochloride Cl.Cl.C1N(CCC2=CC=CC=C12)C[C@H](CN1CC(OC2=C(C1=O)C=CC(=C2)OC2CCNCC2)C)O